8-(2-hydroxy-2-(3'-(trifluoromethyl)-[1,1'-biphenyl]-3-yl)acetyl)-2-(1-phenylcyclopropyl)-3,5,6,7,8,9-hexahydro-4H-pyrimido[4,5-c]azepin-4-one OC(C(=O)N1CC2=C(CCC1)C(NC(=N2)C2(CC2)C2=CC=CC=C2)=O)C=2C=C(C=CC2)C2=CC(=CC=C2)C(F)(F)F